C(C)C=1C=2N(C=C(N1)C(=O)NC=1N=NC(=CC1)N1C[C@@H](NCC1)C)C=C(N2)C 8-ethyl-2-methyl-N-{6-[(3S)-3-methylpiperazin-1-yl]pyridazin-3-yl}imidazo[1,2-a]pyrazine-6-carboxamide